CN1N=NC(=C1NC(O[C@H](C)C=1C=NSC1Cl)=O)C1=NC=C(C=C1)NS(=O)(=O)C (R)-1-(5-chloroisothiazol-4-yl)ethyl (1-methyl-4-(5-(methyl-sulfonamido)pyridin-2-yl)-1H-1,2,3-triazol-5-yl)carbamate